(E)-8-(2-cyclohexylvinyl)-9H-purin-6-amine C1(CCCCC1)/C=C/C=1NC2=NC=NC(=C2N1)N